2-(2-(2-methoxypyridin-3-yl)ethyl)isoindoline-1,3-dione COC1=NC=CC=C1CCN1C(C2=CC=CC=C2C1=O)=O